6-bromo-8-methoxy-2-((tetrahydrofuran-3-yl)methyl)imidazo[1,2-a]pyrazine BrC=1N=C(C=2N(C1)C=C(N2)CC2COCC2)OC